FC1=CC=C(C=C1)NC1=NC=C(C(=O)NOC)C(=C1)NC=1C(=NC(=CC1)C)N(S(=O)(=O)C)C 6-((4-Fluorophenyl)amino)-N-methoxy-4-((6-methyl-2-(N-methylmethanesulfonamido)pyridin-3-yl)amino)Nicotinamide